2-bromo-2-(4-chlorophenyl)-1-(5-methoxy-6-(trifluoromethyl)-2,3-dihydro-1H-pyrrolo[3,2-b]pyridin-1-yl)ethanone BrC(C(=O)N1CCC2=NC(=C(C=C21)C(F)(F)F)OC)C2=CC=C(C=C2)Cl